methyl-(4-(((3R,4R)-1-(2-cyanoacetyl)-4-methylpiperidin-3-yl)(methyl)amino)-7H-pyrrolo[2,3-d]pyrimidine-7-carbonyl)-L-lysine CN([C@@H](CCCCN)C(=O)O)C(=O)N1C=CC2=C1N=CN=C2N(C)[C@H]2CN(CC[C@H]2C)C(CC#N)=O